2-(2-((3R,4R)-3-Amino-4-fluoropiperidin-1-yl)-5-fluoro-7-methoxy-1H-benzo[d]imidazol-1-yl)-N-methyl-N-(2,2,2-trifluoroethyl)acetamid N[C@@H]1CN(CC[C@H]1F)C1=NC2=C(N1CC(=O)N(CC(F)(F)F)C)C(=CC(=C2)F)OC